O1C(OCC1)C[C@H]1CC[C@H](CC1)N Cis-4-((1,3-Dioxolan-2-Yl)Methyl)Cyclohexan-1-Amine